ClC1=NC(=C2C(=N1)N(N=C2C2=NC=CC=C2)C)NCC2=CC=C(C=C2)S(=O)(=O)N 4-((6-Chloro-1-methyl-3-(2-pyridyl)-1H-pyrazolo[3,4-d]pyrimidin-4-yl)aminomethyl)benzenesulfonamide